CN(C(C)=O)C=1C(=NC=C(C1)C(F)(F)F)NC=1SC=C(N1)C=1C=C2C(=CN1)N(C(C2(C)C)=O)C N-methyl-N-(5-(trifluoromethyl)-2-((4-(1,3,3-trimethyl-2-oxo-2,3-dihydro-1H-pyrrolo[2,3-c]pyridin-5-yl)thiazol-2-yl)amino)pyridin-3-yl)acetamide